2-cyclopropyl-2-(3-methylsulfonyl-2-nitro-anilino)acetic acid C1(CC1)C(C(=O)O)NC1=C(C(=CC=C1)S(=O)(=O)C)[N+](=O)[O-]